[N+](=O)([O-])C1=CC=C(C=C1)CCNC1=CC(=NC2=CC=CC=C12)C(F)(F)F N-(4-nitrophenyl-ethyl)-2-(trifluoromethyl)quinolin-4-amine